FC(C1=CC=C(OCCN2C3=NC=NC(=C3N=C2)N)C=C1)(F)F 9-(2-(4-(trifluoromethyl)phenoxy)ethyl)-9H-purin-6-amine